C1CC12CCN(CC2)CC#CC2=NC=CC(=C2)N2C1CN(CC2CC1)C1=C(N=NC(=C1)C1=C(C=CC=C1)OCOC)N 4-(8-(2-(3-(6-azaspiro[2.5]oct-6-yl)prop-1-yn-1-yl)pyridin-4-yl)-3,8-diazabicyclo[3.2.1]oct-3-yl)-6-(2-(methoxymethoxy)phenyl)pyridazin-3-amine